5-bromo-1-methyl-3,4-dihydroisoquinoline BrC1=C2CCN=C(C2=CC=C1)C